Z-(13,14-Epoxy)tetradec-11-en-1-ol acetate CC(=O)OCCCCCCCCCC/C=C\C1CO1